[I-].C(CCC)[N+](CCCC)(CCCC)CCCC TetraButylAmmonium Iodide